FC(C(=O)O)(F)F.FC(C(=O)N1CC=C(C=C1)N(C)C)(F)F 1-(trifluoroacetyl)-4-(dimethylamino)pyridine trifluoroacetate